CN1N=CC(=C1)C1=CC=2N(N=C1)C(=CN2)N2CCN(CC2)C(=O)O[C@H](C)C2=CC=C(C=C2)OC(F)(F)F (R)-1-(4-(trifluoromethoxy)phenyl)ethyl 4-(7-(1-methyl-1H-pyrazol-4-yl)imidazo[1,2-b]pyridazin-3-yl)piperazine-1-carboxylate